C(C1=CC=CC=C1)OC1=CC=CC2=C1C(=C(S2)C(F)F)C(=O)O (benzyloxy)-2-(difluoromethyl)-1-benzothiophene-3-carboxylic acid